O1COC2=C1C=CC=C2NS(=O)(=O)C2=CNC1=CC(=C(C=C21)C)Br N-(1,3-benzodioxol-4-yl)-6-bromo-5-methyl-1H-indole-3-sulfonamide